ethyl (E)-3-((3,3-dibutyl-7-(dimethylamino)-1,1-dioxido-5-phenyl-2,3,4,5-tetrahydro-1,5-benzothiazepin-8-yl)oxy)acrylate C(CCC)C1(CS(C2=C(N(C1)C1=CC=CC=C1)C=C(C(=C2)O/C=C/C(=O)OCC)N(C)C)(=O)=O)CCCC